FC(C(=O)O)(F)F.COC=1C=C2CCN(CC2=CC1NC1=NC=C2C(=N1)N(N=C2)CC2CC(C2)NS(=O)(=O)C)C N-(3-((6-((6-methoxy-2-methyl-1,2,3,4-tetrahydroisoquinolin-7-yl)amino)-1H-pyrazolo[3,4-d]pyrimidin-1-yl)methyl)cyclobutyl)methanesulfonamide Trifluoroacetate